BrC1=CC(=C(C=O)C=C1OC)SC(C)(C)C 4-bromo-2-(tert-butylsulfanyl)-5-methoxybenzaldehyde